S(=O)(=O)=C1N=NN2C1NC(C1=CC=CC=C21)=O sulfonyl-4H-triazolo[1,5-a]quinazolin-5-one